NC=1C(=C(C(=C(C1)F)F)NC=1C(=C2C(N(C=NC2=CC1)C)=O)Cl)F 6-((3-amino-2,5,6-trifluorophenyl)amino)-5-chloro-3-methylquinazolin-4(3H)-one